C(C)(C)(C)OC(=O)N1[C@@H](C[C@H](C1)NC(=O)C=1OC(=CN1)C1=CC(=CC=C1)C#N)CN1C=NN=C1 (2s,4r)-2-((4H-1,2,4-triazol-4-yl)methyl)-4-(5-(3-cyanophenyl)oxazol-2-carboxamido)pyrrolidine-1-carboxylic acid tert-butyl ester